{6-chloro-5-fluoro-4-[({4-[1-methyl-4-(trifluoromethyl)imidazol-2-yl]phenyl}methyl)amino]pyridin-3-yl}methanol ClC1=C(C(=C(C=N1)CO)NCC1=CC=C(C=C1)C=1N(C=C(N1)C(F)(F)F)C)F